CC1(C2C3C4C=CC(C3C(C1)C2)C4)C(=O)OC 8-methyl-8-methoxycarbonyltetracyclo[4.4.0.12,5.17,10]Dodec-3-ene